N-(3-(Difluoromethoxy)-2'-hydroxy-3'-(3-(piperazin-1-yl)isoxazol-5-yl)-[1,1'-biphenyl]-4-yl)acetamide 2,2,2-trifluoroacetate FC(C(=O)O)(F)F.FC(OC=1C=C(C=CC1NC(C)=O)C1=C(C(=CC=C1)C1=CC(=NO1)N1CCNCC1)O)F